n-tetracosyl hexadecanoate C(CCCCCCCCCCCCCCC)(=O)OCCCCCCCCCCCCCCCCCCCCCCCC